OC1(CC(C1)(C#N)C)C1=CC2=C(N=C(N=C2)C=2C=C3C(=NC2)N(N=N3)C)S1 3-hydroxy-1-methyl-3-(2-(3-methyl-3H-[1,2,3]triazolo[4,5-b]pyridin-6-yl)thieno[2,3-d]pyrimidin-6-yl)cyclobutanecarbonitrile